(S)-1-(6-(4-fluoro-1H-pyrazol-1-yl)pyridin-3-yl)ethane-1-amine FC=1C=NN(C1)C1=CC=C(C=N1)[C@H](C)N